FC(C1=C(C(=CC=C1)F)N1CCC(CC1)N1C(N(C=2C(C1C)=NN(C2)C2OCCCC2)CC2=C(C=CC=C2)C(F)(F)F)=O)F 6-[1-(2-Difluoromethyl-6-fluoro-phenyl)-piperidin-4-yl]-7-methyl-2-(tetrahydropyran-2-yl)-4-(2-trifluoromethyl-benzyl)-2,4,6,7-tetrahydro-pyrazolo[4,3-d]pyrimidin-5-one